N,N-dihydroxyethyl-3-aminopropionic acid ON(CC(C(=O)O)CC)O